C(C)(C)(C)C=1C=CC=2N(C3=CC=C(C=C3C2C1)C(C)(C)C)C1=C(C(=CC(C1)(C(C)(CC(C)(C)C)C)F)C1=CC(=CC=C1)C)O 3-(3,6-di-tert-butyl-9H-carbazol-9-yl)-5-fluoro-3'-methyl-5-(2,4,4-trimethylpentan-2-yl)biphenyl-2-ol